(S)-5-(((9-chloro-2-(piperazin-1-yl)pyrimido[5,4-c]quinolin-5-yl)oxy)methyl)-1-methylpyrrolidin-2-one ClC1=CC=2C3=C(C(=NC2C=C1)OC[C@@H]1CCC(N1C)=O)C=NC(=N3)N3CCNCC3